FC(S(=O)(=O)OC=1C=CC=2N(C1)N=CC2)(F)F pyrazolo[1,5-a]pyridin-6-yl trifluoromethanesulfonate